2,2'-azinobis-(3-ethylbenzothiazoline-6-sulfonic acid) N(N=C1SC2=C(N1CC)C=CC(=C2)S(=O)(=O)O)=C2SC1=C(N2CC)C=CC(=C1)S(=O)(=O)O